BrC=1C2=CN(N=C2C(=CC1)OCCN(C)C)C 2-((4-bromo-2-methyl-2H-indazol-7-yl)oxy)-N,N-dimethylethan-1-amine